6-chloro-4-(methylamino)nicotinic acid methyl ester COC(C1=CN=C(C=C1NC)Cl)=O